ethoxy-5-nitro-[2,3'-bipyridine]-3-carbonitrile C(C)OC1=C(C(=NC=C1[N+](=O)[O-])C=1C=NC=CC1)C#N